tert-butyl ((1-(4-aminophenyl)piperidin-4-yl)methyl)carbamate NC1=CC=C(C=C1)N1CCC(CC1)CNC(OC(C)(C)C)=O